((1-((tert-butyldimethylsilyl)oxy)-3-(tetradecyloxy)prop-2-yloxy)methyl)-3-fluorobenzonitrile [Si](C)(C)(C(C)(C)C)OCC(COCCCCCCCCCCCCCC)OCC1=C(C#N)C=CC=C1F